C(CCCCC)C(C(=O)OCCCCCCN(CCCCCCOC(=O)C(CCCCCCCC)CCCCCC)CCN(C)CCCC(N(CCCCCC)CCCCCC)=O)CCCCCCCC 6-((2-((3-(N,N-dihexylcarbamoyl)propyl)-N-methylamino)ethyl)(6-(1-hexylnonylcarbonyloxy)hexyl)amino)-hexyl 2-hexyldecanoate